N1N=NN=C1N1CC(CCCC1)N 1-(1H-1,2,3,4-tetrazol-5-yl)azepan-3-amine